(1S,2S)-N-[7-chloro-6-[4-((3R,4R)-4-hydroxy-3-methyl-tetrahydrofuran-3-yl)piperazin-1-yl]-3-isoquinolyl]-2-methyl-2-tetrahydrofuran-3-yl-cyclopropanecarboxamide ClC1=C(C=C2C=C(N=CC2=C1)NC(=O)[C@@H]1[C@@](C1)(C1COCC1)C)N1CCN(CC1)[C@@]1(COC[C@@H]1O)C